NC=1C(=NC(=C(N1)C1=CC=C(C=C1)F)C=1C=CC2=C(N(C=N2)C)C1)C(=O)O 3-amino-5-(4-fluorophenyl)-6-(1-methyl-1H-1,3-benzodiazol-6-yl)pyrazine-2-carboxylic acid